3-(methyl(o-tolyl)carbamoyl)bicyclo[1.1.1]pentan-1-yl carbonochloridate C(OC12CC(C1)(C2)C(N(C2=C(C=CC=C2)C)C)=O)(=O)Cl